6-(2,5-Dioxo-2,5-dihydro-1H-pyrrol-1-yl)-N-(2-(2-(hydroxy(methyl)amino)ethoxy)ethyl)hexanamide O=C1N(C(C=C1)=O)CCCCCC(=O)NCCOCCN(C)O